FC1=CC=C(C=C1)C#CC1=CC=C(C(=O)NC[C@H]2OCCC2)C=C1 (S)-4-((4-fluorophenyl)ethynyl)-N-((tetrahydrofuran-2-yl)methyl)benzamide